(1H-indol-3-yl)-5-(5-(pyridin-2-yl)thiophen-3-yl)isoindoline-2-carboxamide N1C=C(C2=CC=CC=C12)C1N(CC2=CC(=CC=C12)C1=CSC(=C1)C1=NC=CC=C1)C(=O)N